bis(p-carboxyphenyl)methane C(=O)(O)C1=CC=C(C=C1)CC1=CC=C(C=C1)C(=O)O